FSC methyl thiohypofluorite